2-[[5-(4-Chloro-2-fluorophenyl)-3-methyltriazol-4-yl]methyl]-5-[(3S)-4-isopropyl-3-methylpiperazin-1-yl]pyridazin-3-on ClC1=CC(=C(C=C1)C1=C(N(N=N1)C)CN1N=CC(=CC1=O)N1C[C@@H](N(CC1)C(C)C)C)F